2-[[1-[3-(cyclobutyloxy)phenyl]-5-isobutylpyrazol-3-yl]amino]-5-(thiophen-2-yl)nicotinic acid C1(CCC1)OC=1C=C(C=CC1)N1N=C(C=C1CC(C)C)NC1=C(C(=O)O)C=C(C=N1)C=1SC=CC1